C(C)(C)(C)C=1C=C(C=C(C1O)C(C)(C)C)CC1=C(C(=C(C(=C1C)CC1=CC(=C(C(=C1)C(C)(C)C)O)C(C)(C)C)C)CC1=CC(=C(C(=C1)C(C)(C)C)O)C(C)(C)C)C 1,3,5-tris(3,5-di-t-butyl-4-hydroxyphenyl-methyl)-2,4,6-trimethylbenzene